FC1=C(C=C(C=C1)F)[C@]([C@H](C(N)=S)C)(CN1N=CN=C1)O (2R,3R)-3-(2,5-difluorophenyl)-3-hydroxy-2-methyl-4-(1H-1,2,4-triazol-1-yl)butane-thioamide